N5-((1r,4S)-4-Hydroxycyclohexyl)-N3-methyl-1-((S)-1-(m-tolyl)ethyl)-1H-pyrazole-3,5-dicarboxamide OC1CCC(CC1)NC(=O)C1=CC(=NN1[C@@H](C)C=1C=C(C=CC1)C)C(=O)NC